FC(C(=O)O)(F)F.N[C@@H]1[C@H](C[C@@H]2C[C@@H]2C1)C1=C(C2=NC(=CC(=C2S1)NCC=1SC=CC1)Cl)Br 2-((1S,3S,4S,6R)-4-aminobicyclo[4.1.0]hept-3-yl)-3-bromo-5-chloro-N-(thiophen-2-ylmethyl)thieno[3,2-b]pyridin-7-amine trifluoroacetate